Cl.FC(C1(CC1)N)(F)F 1-(trifluoromethyl)cyclopropanamine hydrochloride